C(C)(C)(C)C(C=O)(CC1=CC=CC=C1)C tert-butyl-alpha-methyldihydrocinnamaldehyde